laurylether phosphate monoethanolamine salt C(O)CN.P(=O)(O)(O)O.C(CCCCCCCCCCC)OCCCCCCCCCCCC